C(C)(C)(C)OC(=O)N1[C@@H](C2=CC=CC=C2C1)C(=O)O (1S)-2-tert-butoxycarbonylisoindoline-1-carboxylic acid